S(C)(=O)(=O)O MESYLIC ACID